(2R,5S)-5-[2-(4-Chloro-3-fluorophenoxy)acetamido]-2-[6-(difluoromethoxy)-1,3-benzoxazol-2-yl]piperidin ClC1=C(C=C(OCC(=O)N[C@H]2CC[C@@H](NC2)C=2OC3=C(N2)C=CC(=C3)OC(F)F)C=C1)F